OP(O)(=O)OP(=O)(O)[O-] tri-hydrogen diphosphate